CC(CO)(CO)NCCN1C=CC2=CC=C(C=C12)OCCC1=CC(=CC=C1)C 2-methyl-2-((2-(6-(3-methylphenylethoxy)-1H-indol-1-yl)ethyl)amino)propane-1,3-diol